(2S,4S)-1-((S)-2-amino-3,3-dimethylbutyryl)-4-hydroxy-N-((S)-1-(4-(4-methylthiazol-5-yl)phenyl)ethyl)pyrrolidine-2-carboxamide N[C@H](C(=O)N1[C@@H](C[C@@H](C1)O)C(=O)N[C@@H](C)C1=CC=C(C=C1)C1=C(N=CS1)C)C(C)(C)C